1,1,1,3,3,3-Hexafluoropropan-2-yl 2-(2-(4-(methoxycarbonyl) piperidin-1-yl)-4-(trifluoromethyl) benzyl)-3,3-dimethyl-2,8-diazaspiro[4.5]decane-8-carboxylate COC(=O)C1CCN(CC1)C1=C(CN2CC3(CC2(C)C)CCN(CC3)C(=O)OC(C(F)(F)F)C(F)(F)F)C=CC(=C1)C(F)(F)F